BrC=1C=C(C2=C(N(C(N2CC)=O)C=2SC(=NN2)C(F)F)C1)N1C[C@H](N(CC1)C(C(C)C)=O)C 6-bromo-1-[5-(difluoromethyl)-1,3,4-thiadiazol-2-yl]-3-ethyl-4-[(3R)-3-methyl-4-(2-methylpropanoyl)piperazin-1-yl]-1,3-benzodiazol-2-one